3-bromo-1-(3,5-dichloropyridin-2-yl)-1H-pyrazole-5-carboxylic acid BrC1=NN(C(=C1)C(=O)O)C1=NC=C(C=C1Cl)Cl